2,4-dimethoxy-6-[(3-chlorobenzyl)amino]benzoic acid COC1=C(C(=O)O)C(=CC(=C1)OC)NCC1=CC(=CC=C1)Cl